pyrazine-2-acetaldehyde N1=C(C=NC=C1)CC=O